2-(2-amino-6-((1-methylpiperidin-4-yl)amino)-9H-purin-9-yl)-N-(1-ethyl-3-methyl-1H-pyrazol-5-yl)acetamide NC1=NC(=C2N=CN(C2=N1)CC(=O)NC1=CC(=NN1CC)C)NC1CCN(CC1)C